FC1=CC=C(C=C1C1=C(C=CC=C1C)C)[C@H](CC(=O)O)NC(=O)NC=1C(N(C=CC1O)C)=O (S)-3-(6-fluoro-2',6'-dimethylbiphenyl-3-yl)-3-(3-(4-hydroxy-1-methyl-2-oxo-1,2-dihydropyridin-3-yl)ureido)propionic acid